tert-butyl N-[cis-(7RS,9SR)-3-cyclopropyl-5-(2-methylpropylsulfamoyl)-7-(pyridine-3-carbonylamino)-8,9-dihydro-7H-cyclopenta[h]isoquinolin-9-yl]carbamate C1(CC1)C=1N=CC2=C3C(=CC(=C2C1)S(NCC(C)C)(=O)=O)[C@@H](C[C@@H]3NC(OC(C)(C)C)=O)NC(=O)C=3C=NC=CC3 |r|